COC1=C2CCN(C2=CC(=C1)C#N)S(=O)(=O)C1=C2C=CNC(C2=CC=C1)=O 4-Methoxy-1-((1-oxo-1,2-dihydroisoquinolin-5-yl)sulfonyl)indoline-6-carbonitrile